Methyl-2-amino-4-methyl-5-[(3,4,5-trimethoxyphenyl)carbamoyl]thiophene CC1=C(SC(=C1C)C(NC1=CC(=C(C(=C1)OC)OC)OC)=O)N